C1(=CC=CC=C1)C1=CC(=NC(=N1)C=1C(=C(C=CC1)C1=CC=CC=C1)C1=C(C=CC=2C3=CC=CC=C3C3=CC=CC=C3C12)C)C1=CC=CC=C1 (diphenylpyrimidineyl)(methyltriphenyleneyl)biphenyl